5-amino-1-[3-cyclopropyl-5-(2-methylpropylsulfamoyl)-6,7,8,9-tetrahydrobenzo[g]Isoquinoline-7-yl]Imidazole-4-carboxylic acid ethyl ester C(C)OC(=O)C=1N=CN(C1N)C1CCC2=C(C(=C3C=C(N=CC3=C2)C2CC2)S(NCC(C)C)(=O)=O)C1